FC(C(=O)OC(C(=CF)F)=O)=CF 2,3-difluoropropenoic acid anhydride